2-(4-(4-methylpiperazin-1-yl)butanoyl)naphthalene CN1CCN(CC1)CCCC(=O)C1=CC2=CC=CC=C2C=C1